NC=1C=NC(=NC1)C=1C=C(C=C(C1)Cl)[C@@H]1N(C[C@](CC1)(C)O)C(C=C)=O 1-((2R,5R)-2-(3-(5-aminopyrimidin-2-yl)-5-chlorophenyl)-5-hydroxy-5-methylpiperidin-1-yl)prop-2-en-1-one